(R)-4-(3-(3-Aminopiperidin-1-carbonyl)-1-(3-fluoro-4-methoxyphenyl)-1H-pyrazol-5-yl)benzonitril N[C@H]1CN(CCC1)C(=O)C1=NN(C(=C1)C1=CC=C(C#N)C=C1)C1=CC(=C(C=C1)OC)F